COC1=CC=C2C=CC=C(C2=C1)C(C)N (7-methoxy-naphthalen-1-yl)ethan-1-amine